benzo(5,6)cycloheptane C1=CC=CC2=C1CCCCC2